1-(3-(tert-butyl)-1-phenyl-1H-pyrazol-5-yl)-3-(2-(methylthio)-4-((7-oxo-7,8-dihydro-1,8-naphthyridin-4-yl)oxy)phenyl)urea C(C)(C)(C)C1=NN(C(=C1)NC(=O)NC1=C(C=C(C=C1)OC1=CC=NC=2NC(C=CC12)=O)SC)C1=CC=CC=C1